C(CCC)N1C([C@H](NC(C12CCN(CC2)CC2=CC=C(C=C2)OC2=C(C=C(C=C2)NC(=O)CC(C)C)OC)=O)[C@@H](C2CCOCC2)O)=O (3R)-1-butyl-2,5-dioxo-3-((1R)-1-hydroxy-1-(tetrahydropyran-4-yl)methyl)-9-(4-(4-(2-methylpropyl)carbonylamino-2-methoxyphenoxy)phenylmethyl)-1,4,9-triazaspiro[5.5]undecane